ClC=1C=C(C#N)C=CC1N1N=CC(=C1)C1=C2C(=NC=C1)NC=C2 3-chloro-4-[4-(1H-pyrrolo[2,3-b]pyridin-4-yl)-1H-pyrazol-1-yl]benzonitrile